ClC=1C(=C(C=CC1F)N(C(=O)[C@H]1N(C(NC1)=O)C1=CC(=C2C(=N1)C(CC2)(F)F)C(F)(F)F)C)F (S)-N-(3-chloro-2,4-difluorophenyl)-3-(7,7-difluoro-4-(trifluoromethyl)-6,7-dihydro-5H-cyclopenta[B]pyridin-2-yl)-N-methyl-2-oxoimidazolidin-4-carboxamide